3H-pyran O1CCCC=C1